FC1=CC(=C(C=C1)C(CC(=O)OCC)=O)[N+](=O)[O-] ethyl 3-(4-fluoro-2-nitro-phenyl)-3-oxo-propanoate